2-((1-(6-methyl-2-(2-methyl-2H-benzo[d][1,2,3]triazol-5-yl)-4-oxo-4H-chromen-8-yl)ethyl)amino)benzoic acid CC=1C=C2C(C=C(OC2=C(C1)C(C)NC1=C(C(=O)O)C=CC=C1)C1=CC=2C(=NN(N2)C)C=C1)=O